N1=C(C=CC=C1)NC(=O)[C@@H]1CC12CCN(CC2)C(=O)[O-] (R)-1-(pyridin-2-ylcarbamoyl)-6-azaspiro[2.5]octane-6-carboxylate